C(C)N(CC)CCCC N,N-diethyl-n-butylamine